ClC1=C(OCCCC(C(=O)O)(C)C)C(=CC(=C1C)Cl)C 5-(2,4-dichloro-3,6-dimethylphenoxy)-2,2-dimethylpentanoic acid